methyl 2-[6-(tert-butoxycarbonylamino)pyrazin-2-yl]-2-ethyl-butanoate C(C)(C)(C)OC(=O)NC1=CN=CC(=N1)C(C(=O)OC)(CC)CC